ClC1=C(CNC(=O)[C@]2(C=3C=CC=NC3[C@@]3(CC2)CNC(CO3)=O)F)C=CC(=C1)Cl (2R,5'S)-N-(2,4-dichlorobenzyl)-5'-fluoro-5-oxo-6',7'-dihydro-5'H-spiro[morpholine-2,8'-quinoline]-5'-carboxamide